8-(difluoromethoxy)-N-(6-(difluoromethyl)pyridin-2-yl)-2-(1-methyl-2-oxabicyclo[2.2.1]hept-4-yl)imidazo[1,2-a]pyridine-6-carboxamide FC(OC=1C=2N(C=C(C1)C(=O)NC1=NC(=CC=C1)C(F)F)C=C(N2)C21COC(CC2)(C1)C)F